COC(C1=C(C=C(C=C1)B1OC(C(O1)(C)C)(C)C)OC(F)(F)F)=O.ClCC#CC1=CC=C(C=C1)F 3-chloro[1-(4-fluorophenyl)]prop-1-yne methyl-4-(4,4,5,5-tetramethyl-1,3,2-dioxaborolan-2-yl)-2-(trifluoromethoxy)benzoate